N-[(9H-fluorene-9-ylmethoxy)carbonyl]-D-histidine C1=CC=CC=2C3=CC=CC=C3C(C12)COC(=O)N[C@H](CC1=CNC=N1)C(=O)O